tert-butyl 3-[6-(2-cyano-3,6-difluoro-phenoxy)-4-oxo-quinazolin-3-yl]-8-(2,2,2-trifluoroacetyl)-1,8-diazaspiro[4.5]decane-1-carboxylate C(#N)C1=C(OC=2C=C3C(N(C=NC3=CC2)C2CN(C3(C2)CCN(CC3)C(C(F)(F)F)=O)C(=O)OC(C)(C)C)=O)C(=CC=C1F)F